FC1CN=C(NC1)NC=1C=C(C=CC1)N1CCN(CC1)C(CC[C@@H](C(=O)O)NC(=O)OCC(C)C)=O (2S)-5-(4-(3-((5-fluoro-1,4,5,6-tetrahydropyrimidin-2-yl)amino)phenyl)piperazin-1-yl)-2-((isobutoxycarbonyl)amino)-5-oxopentanoic acid